FC=1C=CC=2N(C3=CC=C(C=C3C2C1)F)CC(CN1C(CC(CC1)C)=O)O 1-(3-(3,6-difluoro-9H-carbazol-9-yl)-2-hydroxypropyl)-4-methylpiperidin-2-one